1-(2,4-Dimethyl-6,7-dihydro-5H-pyrrolo[4,3-b]pyridin-6-yl)-2-{1-[2-(trifluoromethyl)pyridin-4-yl]azetidin-3-yl}ethan-1-imine CC1=CC(=C2C(=N1)CN(C2)C(CC2CN(C2)C2=CC(=NC=C2)C(F)(F)F)=N)C